BrC=1C=2N(C=C(C1)C1CC1)C=C(N2)CNC2=CC(=NC=N2)NC(=O)[C@@H]2[C@H](C2)C2=CC(=CC=C2)Cl (1S,2S)-N-(6-(((8-Bromo-6-cyclopropylimidazo[1,2-a]pyridin-2-yl)methyl)amino)pyrimidin-4-yl)-2-(3-chlorophenyl)cyclopropane-1-carboxamide